FC1CN(C2(C1O)CCCC2)C(=O)OC(C)(C)C tert-Butyl 3-fluoro-4-hydroxy-1-azaspiro[4.4]nonane-1-carboxylate